tert-butyl 3-pyrazol-1-ylazetidine-1-carboxylate N1(N=CC=C1)C1CN(C1)C(=O)OC(C)(C)C